ClC1=NC(=C(C(=N1)N[C@H](C([2H])([2H])[2H])C1=C(C=C(C=C1)Cl)Cl)N)C (R)-2-chloro-N4-(1-(2,4-dichlorophenyl)ethyl-2,2,2-d3)-6-methylpyrimidine-4,5-diamine